FC1=C(C=C(C=C1)NC1=NC=CC2=CC=C(C=C12)NC(CCCN1CCCCC1)=O)C(F)(F)F N-(1-((4-fluoro-3-(trifluoromethyl)phenyl)amino)isoquinolin-7-yl)-4-(piperidin-1-yl)butanamide